4-Mesityl-5-phenyl-2-(pyridin-3-yl)oxazole C1(=C(C(=CC(=C1)C)C)C=1N=C(OC1C1=CC=CC=C1)C=1C=NC=CC1)C